CN1N=C(C=C1C(=O)N1CC2(C1)C=C(C(C(C2)(C)C)=O)C#N)C 2-(1,3-dimethyl-1H-pyrazole-5-carbonyl)-8,8-dimethyl-7-oxo-2-azaspiro[3.5]non-5-ene-6-carbonitrile